NC1=C(C(=O)OC)C=C(C(=C1)C(F)(F)F)F methyl 2-amino-5-fluoro-4-(trifluoromethyl)benzoate